C1(CC=CC1)C(=O)OCC1=CC=CC=C1 Benzyl Cyclopent-3-ene-1-carboxylate